C(C1=CC=CC=C1)OC1=C(C(=C(C(=C1[2H])[2H])Br)[2H])[2H] 1-(benzyloxy)-4-bromobenzene-2,3,5,6-d4